N-(3-chloro-5-(methylsulfonyl)phenyl)-4-(5-(3,3-difluoroazetidin-1-yl)-3-fluoropyridin-2-yl)-5-methylthiophene-2-carboxamide ClC=1C=C(C=C(C1)S(=O)(=O)C)NC(=O)C=1SC(=C(C1)C1=NC=C(C=C1F)N1CC(C1)(F)F)C